C(C)(C)(C)OC(=O)N1CCC(CC1)OC1CC(C1)N1CCC2(CN(C2)C(=O)OCC2=CC=CC=C2)CC1 benzyl 7-[3-[(1-tert-butoxycarbonyl-4-piperidyl)oxy]cyclobutyl]-2,7-diazaspiro[3.5]nonane-2-carboxylate